C1C(CC2=CC=CC=C12)NC1=NC=C(C=N1)C1CCN(CC1)C(CCC1=CC2=C(NC(O2)=O)C=C1)=O 6-[3-(4-{2-[(2,3-dihydro-1H-inden-2-yl)amino]pyrimidin-5-yl}piperidin-1-yl)-3-oxopropyl]-2,3-dihydro-1,3-benzoxazol-2-one